1-(6-(1-((1-(3-((4-((5-chloropyrimidin-2-yl)amino)piperidin-1-yl)sulfonyl)phenyl)-piperidin-4-yl)methyl)piperidin-4-yl)-1-methyl-1H-indazol-3-yl)-4-thioxotetrahydropyrimidin-2(1H)-one ClC=1C=NC(=NC1)NC1CCN(CC1)S(=O)(=O)C=1C=C(C=CC1)N1CCC(CC1)CN1CCC(CC1)C1=CC=C2C(=NN(C2=C1)C)N1C(NC(CC1)=S)=O